BrC1=C(C(=C(C(=C1F)F)OC(=O)N1CCC1)F)F.FC(C1(C=CC(C=C1)=C1C=CC(N)(C=C1)C(F)(F)F)N)(F)F 4,4'-bis(trifluoromethyl)benzidine 4-bromo-2,3,5,6-tetrafluorophenyl-azetidine-1-carboxylate